3-[3-(difluoromethyl)tetrahydrofuran-3-yl]-1-methyl-1-[(1S)-1-(4-pyridyl)ethyl]urea FC(C1(COCC1)NC(N([C@@H](C)C1=CC=NC=C1)C)=O)F